C1(CC1)C=1C=C(C=2N(C1)N=C(N2)[C@@H](C)N[S@](=O)C(C)(C)C)N2C(N(C(C2)=O)C)=O |o1:12| (R)-N-((R*)-1-(6-cyclopropyl-8-(3-methyl-2,4-dioxoimidazolidin-1-yl)-[1,2,4]triazolo[1,5-a]pyridin-2-yl)ethyl)-2-methylpropane-2-sulfinamide